C(C[C@@H](C(=O)O)N)CNC(=O)N L(+)-citrulline